C(C)(C)(C)NC(CN(C)C=1C2=C(N=C(N1)C1=NC=CC(=C1)OCCOC)CCC2)=O N-tert-butyl-2-({2-[4-(2-methoxyethoxy)pyridin-2-yl]-5H,6H,7H-cyclopenta[d]pyrimidin-4-yl}(methyl)amino)acetamide